2,2'-dibromo-4,4'-di-tert-butyl-1,1'-biphenyl BrC1=C(C=CC(=C1)C(C)(C)C)C1=C(C=C(C=C1)C(C)(C)C)Br